C(C)C1CCC(CC1)C1C=CC(CC1)=C 3-(4-ethylcyclohexyl)-6-methylidenecyclohex-1-ene